CCCCCCCCCCCCC/C=C/[C@H]([C@H](COP(=O)([O-])OCC[N+](C)(C)C)NC(=O)CC(CCCCCCCCC/C=C\\CCCCCCCC)O)O The molecule is an N-hydroxydocosenoylsphingosine-1-phosphocholine in which the N-acyl group is specified as (13Z)-3-hydroxydocos-13-enoyl. It has a role as a human urinary metabolite.